The molecule is an organic cation that is the conjugate acid of memantine obtained by protonation of the primary amino function. It is an ammonium ion derivative and an organic cation. It is a conjugate acid of a memantine. CC12CC3CC(C1)(CC(C3)(C2)[NH3+])C